NC1=NC2=CC(=CC=C2C=C1C#N)CC[C@@]12[C@H]([C@H]([C@@H]([C@H]2C1)N1C=CC2=C1N=CN=C2N)O)O 2-amino-7-(2-((1R,2R,3S,4R,5S)-4-(4-amino-7H-pyrrolo[2,3-d]pyrimidin-7-yl)-2,3-dihydroxybicyclo[3.1.0]hex-1-yl)ethyl)quinoline-3-carbonitrile